C(C)(C)(C)C=1C(=C(C=CC1)S)C#C Tert-butyl-ethynyl-thiophenol